CN1[C@H](CN(CC1)C1=CC(=C(C=C1)NC1=NC=C(C(=N1)NCCCN1CCOCCC1=O)C(F)(F)F)C)CC#N (S)-2-(1-methyl-4-(3-methyl-4-((4-((3-(5-oxo-1,4-oxazepan-4-yl)propyl)amino)-5-(trifluoromethyl)pyrimidin-2-yl)amino)phenyl)piperazin-2-yl)acetonitrile